C(C)C1=C(C(=CC=C1)CC)N1N=CC(=C1C)C=1N=NN(C1)CC1=CC=C(C=C1)C1=NOC(=N1)C(F)(F)F 3-[4-[[4-[1-(2,6-diethylphenyl)-5-methyl-pyrazol-4-yl]triazol-1-yl]methyl]phenyl]-5-(trifluoromethyl)-1,2,4-oxadiazole